1-(4-(4-(trifluoromethyl)cyclohexyl)phenyl)cyclohexane-1,4-diamine FC(C1CCC(CC1)C1=CC=C(C=C1)C1(CCC(CC1)N)N)(F)F